3-(2-AminoEthyl-Amino)Propyl-Trimethoxysilane NCCNCCC[Si](OC)(OC)OC